methyl 4-bromo-5-({4-[(2S)-2-({7-methylthieno[3,2-d]pyrimidin-4-yl}amino)propyl]piperazin-1-yl}sulfonyl)thiophene-2-carboxylate BrC=1C=C(SC1S(=O)(=O)N1CCN(CC1)C[C@H](C)NC=1C2=C(N=CN1)C(=CS2)C)C(=O)OC